2-amino-1-(1,5-dimethyl-1H-pyrazol-3-yl)ethan-1-one NCC(=O)C1=NN(C(=C1)C)C